ClC=1C=CN=NC1Cl 5,6-dichloropyridazine